CC1(CN(CC2=CC(=CC=C12)N1CCC(CC1)N1CCOCC1)C(=O)C1=NC=CN=C1)C (4,4-dimethyl-7-(4-morpholinopiperidin-1-yl)-3,4-dihydroisoquinolin-2(1H)-yl)(pyrazin-2-yl)methanone